FC1=C(OC2CCN(CC2)C2=C(C(=C(C(=O)N)C=C2C2=C(C=CC=C2)S(=O)(=O)C)OC)F)C=CC(=C1)F 4-(2,4-difluorophenoxy)piperidin-1-yl-5-(methylsulfonylphenyl)-3-fluoro-2-methoxybenzamide